P(OC=C)([O-])=O cis-vinyl phosphonate